4-chloro-2-(2-(3,5-bistrifluoromethylbenzamido)pyrrolidinyl)pyridine 1-oxide ClC1=CC(=[N+](C=C1)[O-])N1C(CCC1)NC(C1=CC(=CC(=C1)C(F)(F)F)C(F)(F)F)=O